N1CC(C1)OC=1C=C(C(=O)NC=2N=CC3=CC=C(C=C3C2)C=2C=NN(C2)C)C=CN1 2-(Azetidin-3-yloxy)-N-(6-(1-methyl-1H-pyrazol-4-yl)isoquinolin-3-yl)Isonicotinamide